C(=O)N[C@@H](C(=O)O)CC |r| N-FORMYL-DL-2-AMINO-N-BUTYRIC ACID